N-[(7S)-4-Fluorobicyclo[4.2.0]octa-1,3,5-trien-7-yl]-N'-hydroxy-4-{2-[(methylsulfonyl)amino]ethoxy}-1,2,5-oxadiazol-3-carboximidamid FC1=CC=C2C[C@@H](C2=C1)NC(=NO)C1=NON=C1OCCNS(=O)(=O)C